C1(CC1)C1=NC2=CC=C(C=C2C=C1)C1=CN=C(O1)[C@@H](CCCCCC(CC)=O)NC(=O)C1CCC2(OC(C3=NC=CC=C32)=O)CC1 (1R,4s)-N-((S)-1-(5-(2-cyclopropylquinolin-6-yl)oxazol-2-yl)-7-oxononyl)-7'-oxo-7'H-spiro[cyclohexane-1,5'-furo[3,4-b]pyridine]-4-carboxamide